COC=1C=C(C=CC1C(F)(F)F)COC1CN(C1)C(=O)N1C[C@@H]2[C@@H](OCC(N2)=O)CC1 (4aR,8aS)-6-[3-[[3-methoxy-4-(trifluoromethyl)phenyl]methoxy]azetidine-1-carbonyl]-4,4a,5,7,8,8a-hexahydropyrido[4,3-b][1,4]oxazin-3-one